methyl 3-methoxy-6-(3-methylimidazol-4-yl)pyrazine-2-carboxylate COC=1C(=NC(=CN1)C=1N(C=NC1)C)C(=O)OC